Cl.C12OCCC2CC1N 2-oxabicyclo[3.2.0]heptan-7-amine hydrochloride